(6aR)-8-acryloyl-1-(tert-butylamino)-4-chloro-3-(2-fluoro-6-hydroxyphenyl)-6,6a,7,8,9,10-hexahydro-12H-pyrazino[2,1-c]pyrido[3,4-f][1,4]oxazepin-12-one C(C=C)(=O)N1C[C@@H]2COC3=C(C(N2CC1)=O)C(=NC(=C3Cl)C3=C(C=CC=C3O)F)NC(C)(C)C